CC/C=C\\C/C=C\\C/C=C\\CC1C(O1)C/C=C\\C/C=C\\CCC(=O)O The molecule is an EpDPE obtained by formal epoxidation across the 10,11-double bond of all-cis-docosa-4,7,10,13,16,19-hexaenoic acid. It has a role as a human xenobiotic metabolite. It derives from an all-cis-docosa-4,7,10,13,16,19-hexaenoic acid. It is a conjugate acid of a (4Z,7Z,13Z,16Z,19Z)-10,11-epoxydocosapentaenoate.